tert-butyl 3-((4-(4-((3-(4-(difluoromethoxy)-2,3-difluorophenyl)imidazo[1,2-a]pyrazin-8-yl)amino)-2-ethylbenzoyl)piperazin-1-yl)methyl)pyrrolidine-1-carboxylate FC(OC1=C(C(=C(C=C1)C1=CN=C2N1C=CN=C2NC2=CC(=C(C(=O)N1CCN(CC1)CC1CN(CC1)C(=O)OC(C)(C)C)C=C2)CC)F)F)F